3-(1-methyl-7-(4-(((R)-2-(trifluoromethyl)piperazin-1-yl)methyl)piperidin-1-yl)-1H-indazol-3-yl)piperidine-2,6-dione trifluoroacetate FC(C(=O)O)(F)F.CN1N=C(C2=CC=CC(=C12)N1CCC(CC1)CN1[C@H](CNCC1)C(F)(F)F)C1C(NC(CC1)=O)=O